(E)-3-(4-fluorophenyl)-N-(4-(3-((4-phenylpiperazin-1-yl)methyl)imidazo[1,2-a]pyridin-2-yl)phenyl)acrylamide FC1=CC=C(C=C1)/C=C/C(=O)NC1=CC=C(C=C1)C=1N=C2N(C=CC=C2)C1CN1CCN(CC1)C1=CC=CC=C1